NC=1C2=C(N=CN1)N(C(=C2C2=CC=C(C=C2)OC2=NC(=CC=C2)CO)C2=CC=C(C=C2)NC(C(=C)C)=O)C N-(4-(4-amino-5-(4-((6-(hydroxymethyl)pyridin-2-yl)oxy)phenyl)-7-methyl-7H-pyrrolo[2,3-d]pyrimidin-6-yl)phenyl)methacrylamide